(R)-5-((cyclobutylamino)methyl)-3-fluoro-N'-((1,2,3,5,6,7-hexahydro-s-indacen-4-yl)carbamoyl)thiophene-2-sulfonimidamide C1(CCC1)NCC1=CC(=C(S1)[S@@](=O)(N)=NC(NC1=C2CCCC2=CC=2CCCC12)=O)F